9,9-bis[4-(2-methacryloyloxyethoxy)phenyl]-3,6-dimethylacryloxyethoxyfluorene C(C(=C)C)(=O)OCCOC1=CC=C(C=C1)C1(C2=CC=C(C=C2C=2C=CC=C(C12)OCCOC(C=CC)=O)C)C1=CC=C(C=C1)OCCOC(C(=C)C)=O